[C@H]12NC[C@](CC1)(C2)NC(OC(C)(C)C)=O Tert-butyl ((1S,4S)-2-azabicyclo[2.2.1]heptan-4-yl)carbamate